FC=1C=C2C(C(=COC2=CC1)C)=O 6-fluoro-3-methyl-chromen-4-one